1-acetyl-2-(3-methoxy-4-(2-methoxyethoxy)benzylidene)indolin C(C)(=O)N1C(CC2=CC=CC=C12)=CC1=CC(=C(C=C1)OCCOC)OC